The molecule is the cationic sphingoid resulting from the protonation of the amino group of sphingosine. It has a role as a human metabolite. It is a conjugate acid of a sphingosine. It is an enantiomer of a L-erythro-sphingosine(1+). CCCCCCCCCCCCC/C=C/[C@H]([C@H](CO)[NH3+])O